C(C)(=O)N1CCC1 acetylazetidin